CNC=1C2=C(NC(N1)=O)N=C(C=C2)C(F)(F)F 4-(methyl-amino)-7-(trifluoromethyl)pyrido[2,3-d]-pyrimidin-2(1H)-one